1-(3-(diethylamino)propyl)-4-(2-methoxyphenyl)-1,4-dihydro-5H-tetrazole-5-thione C(C)N(CCCN1N=NN(C1=S)C1=C(C=CC=C1)OC)CC